FC1=CC2=C(C(=NO2)C2CCN(CC2)CCC2=C(N=C3N(C2=O)CCC[C@H]3O)C)C=C1 |r| (±)-3-[2-[4-(6-fluoro-1,2-benzisoxazol-3-yl)-1-piperidinyl]ethyl]-6,7,8,9-tetrahydro-9-hydroxy-2-methyl-4H-pyrido[1,2-a]pyrimidin-4-one